6-chloro-9-isopropyl-purine ClC1=C2N=CN(C2=NC=N1)C(C)C